ClC=1C(=C(C=CC1)C1=CC(=C(C=C1)C(F)(F)F)C(=O)O)C=1C=CC2=C(CCO2)C1 3'-chloro-2'-(2,3-dihydrobenzofuran-5-yl)-4-(trifluoromethyl)-[1,1'-biphenyl]-3-carboxylic acid